C1(=CC=CC=C1)C1=NC(=NC(=N1)C1=CC=CC=C1)N1C=CC2=C1NC1=CC=CC=C21 (4,6-diphenyl-1,3,5-triazin-2-yl)-1,8-dihydropyrrolo[2,3-b]indole